methylmorphine COC=1C=CC=2C[C@@H]3[C@@H]4C=C[C@@H]([C@H]5[C@@]4(C2C1O5)CCN3C)O